4-cyclopropyl-1-methyl-1H-imidazo[4,5-d]thieno[3,2-b]pyridine C1(CC1)C1=C2C(=C3C(=N1)C=CS3)N(C=N2)C